C(#N)C1=CC=C(C=C1)N1C(=CC2=NC=C(C=C21)/C(=C/C(=O)OCC)/C)C Ethyl (E)-3-[1-(4-Cyano-phenyl)-2-methyl-1H-pyrrolo[3,2-b]pyridin-6-yl]-but-2-enoate